4-[4-(6-methylsulfonyloxy-1,5-dihydro-3H-2,4-benzodioxepin-3-yl)-2-thiazolyl]-1-[2-(2,5-dimethylphenyl)acetyl]piperidine CS(=O)(=O)OC1=CC=CC=2COC(OCC21)C=2N=C(SC2)C2CCN(CC2)C(CC2=C(C=CC(=C2)C)C)=O